C(C1=CC=CC=C1)C(C(=O)[O-])(C(=O)[O-])CC1=CC=CC=C1.[Na+].[Na+] Sodium 2,2-dibenzylmalonate